C(=C)(C)C1=C(C(C)(C)N=C=O)C=CC=C1 o-isopropenyl-α,α-dimethylbenzyl isocyanate